CCCCC(CC)COC(=O)C(=CC1=CC(=C(C(=C1)OC)O)OC)C(=O)OCC(CC)CCCC Diethylhexyl syringylidenemalonate